C1=CC=CC=2C3=CC=CC=C3C(C12)COC(=O)N([C@H](C(=O)O)CC1=CC(=CC=C1)I)C (2S)-2-[9H-fluoren-9-ylmethoxycarbonyl(methyl)amino]-3-(3-iodophenyl)propanoic acid